Cl.N1C(CCC1)C(=O)N pyrrolidine-2-carboxamide hydrochloride